ethyl (Z)-1-(3-(2-chlorophenyl)-2-((cyclohexylthio)methyl)acryloyl)piperidine-3-carboxylate ClC1=C(C=CC=C1)\C=C(\C(=O)N1CC(CCC1)C(=O)OCC)/CSC1CCCCC1